(S)-N-((S)-2-((R)-2,2-difluorocyclopropyl)-4-methyl-5-oxo-5,6,7,8-tetrahydro-4H-pyrazolo[1,5-a][1,3]diazepin-6-yl)-1-ethyl-1-methyl-1,3-dihydrofuro[3,4-c]pyridine-6-carboxamide FC1([C@H](C1)C1=NN2C(N(C([C@H](CC2)NC(=O)C2=CC3=C(C=N2)CO[C@@]3(C)CC)=O)C)=C1)F